2-(5,10-dibromo-1-phenyl-1H-phenanthro[9,10-d]imidazol-2-yl)-naphthol BrC1=CC2=C(C=C1)C1=CC=C(C=C1C=1N(C(=NC12)C1=C(C2=CC=CC=C2C=C1)O)C1=CC=CC=C1)Br